meta-hydroxyphenylpropionic acid OC=1C=C(C=CC1)C(C(=O)O)C